N1C=CC2=C1C=CC=C2 benzazol